3-cyclopropyl-5-fluoro-4-({2-fluoro-3-[(propan-2-yl)carbamoyl]phenyl}amino)-N-[imidazolidin-2-ylidene]benzamide C1(CC1)C=1C=C(C(=O)N=C2NCCN2)C=C(C1NC1=C(C(=CC=C1)C(NC(C)C)=O)F)F